tris(t-butoxy)indium (III) C(C)(C)(C)O[In](OC(C)(C)C)OC(C)(C)C